COC1=CC=C(C/N=N/C2=CC(N(C(N2)=O)C)=O)C=C1 (E)-6-((4-methoxybenzyl)diazenyl)-3-methylpyrimidine-2,4(1H,3H)-dione